methyl tert-butyl-5-methoxy-7-methylindole-1-carboxylate C(C)(C)(C)C=1N(C2=C(C=C(C=C2C1)OC)C)C(=O)OC